C(C)OC(NCCC[Si](OCC)(OCC)OCC)=O ethyl-(3-(triethoxysilyl)propyl)-carbamat